COC1=CC=CC1 1-methoxy-1,3-cyclopentadiene